7-((tert-butyldimethylsilyl)oxy)-N-(5-(5-hydroxybenzo[d]oxazol-2-yl)-8-(methylamino)-2,7-naphthyridin-3-yl)heptanamide [Si](C)(C)(C(C)(C)C)OCCCCCCC(=O)NC=1N=CC2=C(N=CC(=C2C1)C=1OC2=C(N1)C=C(C=C2)O)NC